N-(4-fluorophenyl)-1-(5-(2-methylpyrimidin-4-yl)-5,6,7,8-tetrahydro-1,5-naphthyridin-2-yl)-3-oxocyclobutanecarboxamide FC1=CC=C(C=C1)NC(=O)C1(CC(C1)=O)C1=NC=2CCCN(C2C=C1)C1=NC(=NC=C1)C